4-(2-fluoro-6-(5-(trifluoromethyl)-4H-1,2,4-triazol-3-yl)pyridin-3-yl)piperazin FC1=NC(=CC=C1N1CCNCC1)C1=NN=C(N1)C(F)(F)F